FC1=C(C=CC(=C1)O)O 2-fluorobenzene-1,4-diol